methyl (6R)-6-[(1R,3aR,5aR,7S,9aS,11aR)-7-acetoxy-3a,6,6,9a,11a-pentamethyl-2,3,3a,5,5a,6,7,8,9,9a,11,11a-dodecahydro-1H-cyclopenta[1,2-a]phenanthren-1-yl]heptanoate C(C)(=O)O[C@H]1CC[C@@]2(C3=CC[C@]4([C@](C3=CC[C@H]2C1(C)C)(CC[C@@H]4[C@@H](CCCCC(=O)OC)C)C)C)C